2-((1-(7-methyl-2-morpholino-4-oxo-4H-pyrido[1,2-a]pyrimidin-9-yl)ethyl)amino)benzoic acid CC=1C=C(C=2N(C(C=C(N2)N2CCOCC2)=O)C1)C(C)NC1=C(C(=O)O)C=CC=C1